methyl 1-(4-(1-(2,6-dichlorophenyl) azetidin-3-yl)-2,6-diethylbenzyl)-piperidine-4-carboxylate ClC1=C(C(=CC=C1)Cl)N1CC(C1)C1=CC(=C(CN2CCC(CC2)C(=O)OC)C(=C1)CC)CC